FC(OC1=CC=C(CNC=2C=CC=C3C(=CC=NC23)C=2C=CC(=NC2)C#N)C=C1)(F)F 5-(8-((4-(trifluoromethoxy)benzyl)amino)quinolin-4-yl)picolinonitrile